tert-butyl 2-(3-(3-(1,3-dioxoisoindolin-2-yl)prop-1-yn-1-yl)-4-(methoxycarbonyl)phenyl)-2,7-diazaspiro[3.5]nonane-7-carboxylate O=C1N(C(C2=CC=CC=C12)=O)CC#CC=1C=C(C=CC1C(=O)OC)N1CC2(C1)CCN(CC2)C(=O)OC(C)(C)C